O1CC(C1)CN1C(CC[C@@H]1CC1=CC=C(C=C1)B1OC(C(O1)(C)C)(C)C)=O (R)-1-(oxetan-3-ylmethyl)-5-(4-(4,4,5,5-tetramethyl-1,3,2-dioxaborolan-2-yl)benzyl)pyrrolidin-2-one